CC(=CCC/C(=C/CC/C(=C/CC/C=C(\\C)/CC/C=C(\\C)/CCC1C(O1)(C)C)/C)/C)C The molecule is a squalene triterpenoid obtained by formal epoxidation across the 2,3 C=C bond of squalene. It is an epoxide and a squalene triterpenoid. It derives from a hydride of a squalene.